CC(CCCCCCCCCCCCCCC)CCCCCCCCCCCCCC 16-methyl-triacontane